(3-(1',2'-dihydrospiro[cyclopropane-1,3'-pyrrolo[2,3-b]pyridin]-5'-yl)-2-fluorophenyl)(piperidin-1-yl)methanone N1CC2(C=3C1=NC=C(C3)C=3C(=C(C=CC3)C(=O)N3CCCCC3)F)CC2